Cl.N[C@H](CC1=C(C2=C(N=C(N=C2NCC2=CC=CC=C2)Cl)N1)F)C 6-[(2S)-2-aminopropyl]-N-benzyl-2-chloro-5-fluoro-7H-pyrrolo[2,3-d]pyrimidin-4-amine hydrochloride